7-(2-fluoro-6-methyl-phenyl)-N3-methyl-N5-(4-piperidyl)isoquinoline-3,5-diamine FC1=C(C(=CC=C1)C)C=1C=C(C=2C=C(N=CC2C1)NC)NC1CCNCC1